N1(N=CN=C1)CC(C)=O 1-(1H-1,2,4-triazol-1-yl)propan-2-one